BrC=1SC=2C(NC(=C3CCOC1C23)C)=O 2-bromo-6-methyl-5,7-dihydro-3-oxa-1-thia-7-azaacenaphthylen-8(4H)-one